(1R,2S)-cyclohexanediamine C1(CCCCC1)(N)N